C(CC)OC(NC1=C(C=C(C=C1)N(C)CC=1SC(=CC1)Br)C#N)=O {4-[(5-Bromo-thiophen-2-ylmethyl)-(methyl)amino]-2-cyanophenyl}-carbamic acid propyl ester